C(C)(C)(C)N\C=C/1\C(OC2=CC=CC=C2C1=O)C=1C=C(C(=CC1)O)C1=CC=CC=C1 (Z)-3-((tert-butylamino)methylene)-2-(6-hydroxy-[1,1'-biphenyl]-3-yl)chroman-4-one